Cl.N1N=CC=2C=NC=CC21 pyrazolo[4,3-c]Pyridine hydrochloride